FC=1C(=C(N)C=CC1)N1CCC(CC1)CN1C2COCC1C2 3-fluoro-2-[4-({3-oxa-6-azabicyclo[3.1.1]Hept-6-yl}methyl)piperidin-1-yl]Aniline